{4-[(5-Bromo-thiophen-2-ylmethyl)-amino]-2-cyanophenyl}-carbamic acid propyl ester C(CC)OC(NC1=C(C=C(C=C1)NCC=1SC(=CC1)Br)C#N)=O